(2R)-3-(((2,3-bis((3-(benzyl(tert-butoxycarbonyl)amino)propanoyl)oxy)propoxy)(hydroxy)phosphoryl)oxy)propane-1,2-diyl-ditetradecanoate C(C1=CC=CC=C1)N(CCC(=O)OC(COP(=O)(O)OC[C@H](CCCCCCCCCCCCCCC(=O)[O-])CCCCCCCCCCCCCC(=O)[O-])COC(CCN(C(=O)OC(C)(C)C)CC1=CC=CC=C1)=O)C(=O)OC(C)(C)C